2-(N,N-diacetyl)amino-3-aminotrifluorotoluene C(C)(=O)N(C(C)=O)C1=C(C(F)(F)F)C=CC=C1N